5,6,7,8-tetramethylnaphthalene-1-ol CC1=C2C=CC=C(C2=C(C(=C1C)C)C)O